[N].N1C(=NC=C1)C(=O)C1C(N(C(CC1)(C)C)N)(C)C imidazolecarbonyl-amino-2,2,6,6-tetramethyl-piperidine nitrogen